FC1=CC=C(S1)CC[C@@]1(CN(CC1)C(C)(C)C=1C=NC(=CC1)C)CN1CCOCC1 |o1:8| (S or R)-4-((3-(2-(5-fluoro-thiophen-2-yl)ethyl)-1-(2-(6-methylpyridin-3-yl)propan-2-yl)pyrrolidin-3-yl)methyl)morpholine